ClC1=CC(=C(C=C1OC)CCNCC1=C(C=CC=C1)OC)OC 2-(4-chloro-2,5-dimethoxyphenyl)-N-[(2-methoxyphenyl)methyl]ethylamine